N-methyl-N-(1-propenyl)-p-aminophenol CN(C1=CC=C(C=C1)O)C=CC